FC1=C(C=CC(=C1)C1=NOC(=N1)C(F)(F)F)C(CSC1=CC=C(C=C1)F)=O 1-(2-fluoro-4-(5-(trifluoromethyl)-1,2,4-oxadiazol-3-yl)phenyl)-2-((4-fluorophenyl)thio)ethan-1-one